sodium potassium lactate C(C(O)C)(=O)[O-].[K+].[Na+].C(C(O)C)(=O)[O-]